6-bromo-N-[(1R)-1-[3-(difluoromethyl)-2-fluorophenyl]ethyl]quinolin-4-amine BrC=1C=C2C(=CC=NC2=CC1)N[C@H](C)C1=C(C(=CC=C1)C(F)F)F